3-(3-{[((7S)-3,4-dimethoxybicyclo[4.2.0]oct-1,3,5-trien-7-yl)methyl]-methylamino}propyl)-1,3,4,5-tetrahydro-7,8-dimethoxy-2H-3-benzazepine COC=1C=C2C[C@@H](C2=CC1OC)CN(CCCN1CCC2=C(CC1)C=C(C(=C2)OC)OC)C